2-(4-fluorophenyl)-N'-(pyridine-2-yl)acethydrazide FC1=CC=C(C=C1)CC(=O)NNC1=NC=CC=C1